4-((2r,5r)-2,5-dimethyl-4-(3-(trifluoromethyl)phenoxy)piperidin-1-yl)-1-methyl-2-oxo-1,2-dihydropyrido[3,2-d]pyrimidine-6-carbonitrile C[C@H]1N(C[C@H](C(C1)OC1=CC(=CC=C1)C(F)(F)F)C)C=1C2=C(N(C(N1)=O)C)C=CC(=N2)C#N